N-((R)-1-(3-(5-((((1S,3R)-3-hydroxycyclopentyl)amino)methyl)thiophen-2-yl)phenyl)ethyl)-2-methyl-5-(piperidin-4-ylamino)benzamide O[C@H]1C[C@H](CC1)NCC1=CC=C(S1)C=1C=C(C=CC1)[C@@H](C)NC(C1=C(C=CC(=C1)NC1CCNCC1)C)=O